(3-(4-(8-chloro-7-((2-methyl-1-((2-(trimethylsilyl)ethoxy)methyl)-1H-benzo[d]imidazol-6-yl)oxy)quinoxalin-2-yl)-1H-pyrazol-1-yl)azetidin-1-yl)(3-hydroxyazetidin-1-yl)methanone ClC=1C(=CC=C2N=CC(=NC12)C=1C=NN(C1)C1CN(C1)C(=O)N1CC(C1)O)OC=1C=CC2=C(N(C(=N2)C)COCC[Si](C)(C)C)C1